rac-(2S,4R)-2-(2-(6-bromo-4-chloro-7-ethyl-2H-indazol-2-yl)-3-ethoxy-3-Oxopropanoyl)-4-fluoropyrrolidine-1-carboxylic acid tert-butyl ester C(C)(C)(C)OC(=O)N1[C@@H](C[C@H](C1)F)C(C(C(=O)OCC)N1N=C2C(=C(C=C(C2=C1)Cl)Br)CC)=O |r|